C12(CC(C1)C2)N2N=C(C=C2C(=O)OCC)C Ethyl 1-(bicyclo[1.1.1]pentan-1-yl)-3-methyl-1H-pyrazole-5-carboxylate